(2-aminoethyl)-N6-(5-Cyclobutylthiazol-2-yl)-2-ethyl-pyrimidine-4,6-diamine NCCC=1C(=NC(=NC1NC=1SC(=CN1)C1CCC1)CC)N